BrC=1C=C(C(=NC1)NS(=O)(=O)C1=CNC2=CC(=CC=C12)Cl)F N-(5-bromo-3-fluoropyridin-2-yl)-6-chloro-1H-indole-3-sulfonamide